C(C=C)OCCCCCCOC1=CC=C(C(=O)O)C=C1 4-(6-prop-2-enyloxyhexoxy)benzoic acid